3-cyano-3-(3-iodo-2-methyl-propyl)azetidine-1-carboxylic acid tert-butyl ester C(C)(C)(C)OC(=O)N1CC(C1)(CC(CI)C)C#N